C[Si](O[Si](O[Si](C1=CC=CC=C1)(C1=CC=CC=C1)C)(C)C)(C1=CC=CC=C1)C1=CC=CC=C1 1,3,3,5-Tetramethyl-1,1,5,5-tetraphenyltrisiloxan